OC(=S)CCCC[C@@H]1SC[C@@H]2NC(=S)N[C@H]12 dithio-biotin